(R)-1-((4-Hydroxy-1-(3-phenylbutanoyl)piperidin-4-yl)methyl)-4-phenyl-5-(piperazine-1-carbonyl)pyridin-2(1H)-one OC1(CCN(CC1)C(C[C@@H](C)C1=CC=CC=C1)=O)CN1C(C=C(C(=C1)C(=O)N1CCNCC1)C1=CC=CC=C1)=O